C(CCCCCCCCC)C1=NN(C=N1)CC1=CC=C(C=C1)C=C 3-decyl-1-(4-vinylbenzyl)-1H-1,2,4-triazole